CN1C(=NN=C1C)CSC=1NC(C2=C(N1)CCC2)=O 2-{[(4,5-dimethyl-1,2,4-triazol-3-yl)methyl]sulfanyl}-3H,5H,6H,7H-cyclopenta[d]pyrimidin-4-one